OC12OC3=C(C1(C(C1=CC=CC(=C12)[N+](=O)[O-])=O)O)C=CC(=C3)[C@H]3[C@@H](C3)C 4b,9b-Dihydroxy-7-((trans)-2-methylcyclopropyl)-4-nitro-4b,9b-dihydro-10H-indeno[1,2-b]benzofuran-10-one